CN1C(C=2C(=CC=C1)C(=CN2)C2=NC(=NC=C2C(F)(F)F)N[C@@H]2CNCCC2)=O 7-methyl-3-(2-{[(3S)-piperidin-3-yl]amino}-5-(trifluoromethyl)pyrimidin-4-yl)-7H,8H-pyrrolo[2,3-c]azepin-8-one